BrC=1C=CC(=NC1)CN 1-(5-bromopyridin-2-yl)methanamine